C(=O)O.C(=O)O.C(#C)C1=C2C=CC(=CC2=CC=C1F)O 5-ethynyl-6-fluoronaphthalen-2-ol Diformate